Methyl 3-(3-((2-(3-((4,6-difluoro-1H-indol-5-yl)oxy)phenyl)-1H-imidazol-5-yl)(hydroxy)methyl)phenyl)propanoate FC1=C2C=CNC2=CC(=C1OC=1C=C(C=CC1)C=1NC(=CN1)C(C=1C=C(C=CC1)CCC(=O)OC)O)F